nitrogen 2-amino-4,5,6,7-tetrahydrobenzo[b]thiophene-3-carbonitrile NC1=C(C2=C(S1)CCCC2)C#N.[N]